N1C=NC=C1.[Sn] tin imidazole